COCCO[SH2]CSC1=C(C2=C(C(=N1)C=1N=CN(C(C1)=O)C)CCC2(C)C)C#N 3-((((2-Methoxyethyl)(oxy)-lambda4-thio)methyl)thio)-5,5-dimethyl-1-(1-methyl-6-oxopyrimidin-4-yl)-6,7-dihydro-5H-cyclopenta[1,2-c]pyridine-4-carbonitrile